BrC1=CC=2N=CN=C(C2N=C1N1C[C@H](N(CC1)C(=O)OC(C)(C)C)CO)NC1=CC(=C(C=C1)OC=1C=NC=CC1)C tert-butyl (2S)-4-(7-bromo-4-{[3-methyl-4-(pyridin-3-yloxy)phenyl]amino}pyrido[3,2-d]pyrimidin-6-yl)-2-(hydroxymethyl)piperazine-1-carboxylate